C(=C)C1=CC(=NO1)C 5-ethenyl-3-methyl-1,2-oxazole